di-n-octadecyl-3,5-di-tert-butyl-4-hydroxybenzyl-phosphonate C(CCCCCCCCCCCCCCCCC)C(C1=CC(=C(C(=C1)C(C)(C)C)O)C(C)(C)C)(P([O-])([O-])=O)CCCCCCCCCCCCCCCCCC